NC=1C(=C2C(=NC1)C=CS2)NCC2=C(C=CC=C2)CO (2-(((6-aminothieno[3,2-b]pyridin-7-yl)amino)methyl)phenyl)methanol